ClC=1C(=NC(=NC1)C1(CC(=C(C=C1OC(F)F)N(C)CCN(C)C)N)N)C1=CNC2=CC=CC=C12 4-[5-chloro-4-(1H-indol-3-yl)pyrimidin-2-yl]-5-difluoromethoxy-N1-(2-dimethylaminoethyl)-N1-methylbenzene-1,2,4-triamine